(4S,5S)-1-(azetidin-3-yl)-4-(2,3-dichloro-6-hydroxyphenyl)-5-methylpyrrolidin-2-one N1CC(C1)N1C(C[C@H]([C@@H]1C)C1=C(C(=CC=C1O)Cl)Cl)=O